C(C)OCCOCCO\C=C(\C)/C1=CC(=CC=C1)C(=C)COCCOCCOCC (Z)-1-(1-(2-(2-ethoxyethoxy)ethoxy)prop-1-en-2-yl)-3-(3-(2-(2-ethoxyethoxy)ethoxy)prop-1-en-2-yl)benzene